FC1=C(C(=CC=C1NS(=O)(=O)C=1C(=NC=C(C1)F)C)F)C=1N=CC=2N(C1)C=NC2C(=O)NC 6-[2,6-difluoro-3-(5-fluoro-2-methylpyridine-3-sulfonamido)phenyl]-N-methylimidazo[1,5-a]pyrazine-1-carboxamide